sodium [3-[3-(2-hydroxyethylcarbamoyl)pyrazol-1-yl]-7-oxo-1,6-diazabicyclo[3.2.1]oct-3-en-6-yl] sulfate S(=O)(=O)(ON1C2C=C(CN(C1=O)C2)N2N=C(C=C2)C(NCCO)=O)[O-].[Na+]